CN1C(CC(C2=CC(=CC=C12)B1OC(C(O1)(C)C)(C)C)(C)C)=O 1,4,4-trimethyl-6-(4,4,5,5-tetramethyl-1,3,2-dioxaborolan-2-yl)-3H-quinolin-2-one